tert-butyl 2-((3,6-dichloropyridazin-4-ylamino)methyl)morpholine-4-carboxylate ClC=1N=NC(=CC1NCC1CN(CCO1)C(=O)OC(C)(C)C)Cl